C(C)(C)(C)NS(=O)(=O)C1=CC(=C(C=C1)NC([C@H](CC1=CC=CC=C1)NC(OC(C)(C)C)=O)=O)F (S)-tert-butyl 1-(4-(N-tert-butylsulfamoyl)-2-fluorophenylamino)-1-oxo-3-phenylpropan-2-ylcarbamate